C1NCC2=C(C=CC=C12)C=1C=NC2=CC=C(C=C2C1)C=1N=CNC1C1=NC(=CC=C1)C 3-isoindolin-4-yl-6-[5-(6-methyl-2-pyridyl)-1H-imidazol-4-yl]quinoline